C12(CC3CC(CC(C1)C3)C2)C(=O)O Adamantane-1-carboxylic acid